C(C)OC(=O)C1=NC2=CC=C(C=C2C(=C1)OC1CC1)O 4-cyclopropoxy-6-hydroxyquinoline-2-carboxylic acid ethyl ester